N-(4,4-difluorocyclohexyl)-2-(3,5-dimethyl-1H-pyrazol-1-yl)-6-(prop-1-en-2-yl)pyrimidin-4-amine FC1(CCC(CC1)NC1=NC(=NC(=C1)C(=C)C)N1N=C(C=C1C)C)F